1-(5-((4-((1-(trifluoromethyl)cyclopropyl)methyl)piperazin-1-yl)methyl)pyrazolo[1,5-a]pyridin-3-yl)dihydropyrimidine-2,4(1H,3H)-dione FC(C1(CC1)CN1CCN(CC1)CC1=CC=2N(C=C1)N=CC2N2C(NC(CC2)=O)=O)(F)F